FC1(OC2=C(O1)C=CC(=C2)C2=NN(C(=C2)C(C)C)C2CCN(CC2)C(=O)OC(C)(C)C)F tert-butyl 4-[3-(2,2-difluoro-1,3-benzodioxol-5-yl)-5-isopropyl-pyrazol-1-yl]piperidine-1-carboxylate